ClC1=CC(=C(CN2N=C(C=CC2=O)N2CCN(CC2)CC2=NC3=C(N2C[C@H]2OCC2)C=C(C=C3)C(=O)O)C=C1)F (S)-2-((4-(1-(4-chloro-2-fluorobenzyl)-6-oxo-1,6-dihydropyridazin-3-yl)piperazin-1-yl)methyl)-1-(oxetan-2-ylmethyl)-1h-benzo[d]imidazole-6-carboxylic acid